C(C)OC(=O)C=1N(C=C(C1C)C1=NN(C=C1)C)N.CN1N=C(C=C1)NC1=NC=CC(=N1)C1=CC=CC(=N1)C1=CNC(S1)=O 5-(6-(2-((1-methyl-1H-pyrazol-3-yl)amino)pyrimidin-4-yl)pyridin-2-yl)thiazol-2-one Ethyl-1-amino-3-methyl-4-(1-methyl-1H-pyrazol-3-yl)-1H-pyrrole-2-carboxylate